3,3',3''-[1,4,7-triazecane-1,4,7-triyltris(methylene)]tris[N-(1,2-dihydroxyethyl)-2-hydroxy-5-methylbenzamide] N1(CCN(CCN(CCC1)CC=1C(=C(C(=O)NC(CO)O)C=C(C1)C)O)CC=1C(=C(C(=O)NC(CO)O)C=C(C1)C)O)CC=1C(=C(C(=O)NC(CO)O)C=C(C1)C)O